OC1=CC=C(C=C1C1=CC=CC=C1)C=O 6-hydroxy-[1,1'-biphenyl]-3-carbaldehyde